FC=1C=C(C=CC1C(F)(F)F)C1=CC2(CNC2)C1 6-(3-fluoro-4-(trifluoromethyl)phenyl)-2-azaspiro[3.3]hept-5-ene